C(C)(=O)O[C@@H]1CC[C@H](CC1)C(NCC1=CN=C(N=N1)NC1=CC(=CC(=C1)F)Cl)=O trans-4-(((3-((3-chloro-5-fluorophenyl)amino)-1,2,4-triazin-6-yl)methyl)carbamoyl)cyclohexyl acetate